di-octyl maleate C(\C=C/C(=O)OCCCCCCCC)(=O)OCCCCCCCC